FC1=CC(=C(OC=2N=NC(=C(C2C(=O)O)OC)C(F)(F)F)C=C1)OC 3-(4-fluoro-2-methoxy-phenoxy)-5-methoxy-6-(trifluoromethyl)pyridazine-4-carboxylic acid